tert-butyl-7-methoxy-6-nitro-3,4-dihydroisoquinoline-2(1H)-carboxylate C(C)(C)(C)OC(=O)N1CC2=CC(=C(C=C2CC1)[N+](=O)[O-])OC